C1(CC1)N1C(N(C=2C(C1=O)=C(N(C(C2C)=O)C)NC2=C(C=C(C=C2)C#C[Si](C)(C)C)F)C=2C=C(C=CC2)NC(C)=O)=O N-{3-[3-cyclopropyl-5-(2-fluoro-4-trimethylsilanylethynylphenylamino)-6,8-dimethyl-2,4,7-trioxo-3,4,6,7-tetrahydro-2H-pyrido[4,3-d]pyrimidin-1-yl]phenyl}acetamide